FC(C1(CC1)N)(F)F [1-(trifluoro-methyl)cyclopropyl]amine